(S)-1-(tert-butyl)-N-(3-(1-((1-methyl-1H-pyrazolo[3,4-b]pyrazin-6-yl)amino)ethyl)phenyl)-1H-pyrazole-4-carboxamide C(C)(C)(C)N1N=CC(=C1)C(=O)NC1=CC(=CC=C1)[C@H](C)NC1=CN=C2C(=N1)N(N=C2)C